(2E)-4-[(1Z)-5-fluoro-1-{[4-(4-fluorophenoxy)phenyl]methylene}-2-methyl-1H-inden-3-yl]but-2-enoic acid FC=1C=C2C(=C(/C(/C2=CC1)=C/C1=CC=C(C=C1)OC1=CC=C(C=C1)F)C)C/C=C/C(=O)O